(R)-3-(4-((3-fluorobenzyl)oxy)phenyl)isoxazolidine FC=1C=C(COC2=CC=C(C=C2)[C@@H]2NOCC2)C=CC1